N-((5-(5-(difluoromethyl)-1,3,4-oxadiazol-2-yl)pyridin-2-yl)methyl)-3-fluoro-N-(3-fluorophenyl)-[1,3'-biazetidine]-3-carboxamide FC(C1=NN=C(O1)C=1C=CC(=NC1)CN(C(=O)C1(CN(C1)C1CNC1)F)C1=CC(=CC=C1)F)F